O=C1C(=CC2=C(N1)C=CS2)C(=O)O 5-oxo-4,5-dihydrothieno[3,2-b]pyridine-6-carboxylic acid